(Z)-N-(bis(2,6-dimethoxyphenyl)phosphanyl)benzimidate COC1=C(C(=CC=C1)OC)P(\N=C(\C1=CC=CC=C1)/[O-])C1=C(C=CC=C1OC)OC